C(#N)C1=CC(=C(COC2=NC(=NC=C2)C2=CC(=C(CC3=NC4=C(N3[C@@H]3COCC3(C)C)C=C(C=C4F)C(=O)O)C=C2F)F)C=C1)F (S)-2-(4-(4-((4-cyano-2-fluorobenzyl)oxy)pyrimidin-2-yl)-2,5-difluorobenzyl)-1-(4,4-dimethyltetrahydrofuran-3-yl)-4-fluoro-1H-benzo[d]imidazole-6-carboxylic acid